COC(=O)/C=C/C1=CC=2C3=C(C=NC2C=C1)OC(N3C3=CC(=CC=C3)C(F)(F)F)=O (E)-8-(2-methoxycarbonyl-vinyl)-1-[3-(trifluoromethyl)phenyl]oxazolo[5,4-c]quinolin-2(1h)-one